NC1=CC=C(C=N1)[C@H](CC1=NC(=NC(=N1)N[C@@H](CO)CC(C)C)NS(=O)(=O)C)C N-(4-((S)-2-(6-Aminopyridin-3-yl)propyl)-6-(((R)-1-hydroxy-4-methylpentan-2-yl)amino)-1,3,5-triazin-2-yl)methanesulfonamide